3-(6-hydroxy-2-pyridyl)-1-(2,2,2-trifluoroethyl)-6,7-dihydro-5H-indazol-4-one OC1=CC=CC(=N1)C1=NN(C=2CCCC(C12)=O)CC(F)(F)F